bis(methyl-sulfonyl)methane CS(=O)(=O)CS(=O)(=O)C